bis((4-chloro-2-pyridyl)methyl)amine ClC1=CC(=NC=C1)CNCC1=NC=CC(=C1)Cl